CN1C[C@@H](CCC1)C(=O)O (R)-1-methylpiperidine-3-carboxylic acid